FC1=C(C(=CC=C1)F)C#CC=1C=C2C=CC=NC2=CC1 6-((2,6-Difluorophenyl)ethynyl)quinoline